ClC1=C(C=C(C=C1N1CCCC1)[C@H]1[C@@H](C1)C=1C=NC(=NC1)C1=NC=CC=N1)F trans-5-(2-(4-Chloro-3-fluoro-5-(pyrrolidin-1-yl)phenyl)cyclopropyl)-2,2'-bipyrimidine